2-(1-ethyl-1H-pyrazol-4-yl)-2-methylpropanal C(C)N1N=CC(=C1)C(C=O)(C)C